2-(1,1-dimethyl-ethyl)cyclohexanol acetate C(C)(=O)OC1C(CCCC1)C(C)(C)C